ClC1=C(C(=CC=C1)F)[C@H]1[C@H](CN(C1)CC(C)(F)F)C(=O)N1CC[C@](CCC1)(C(=O)N[C@H](C)\C=C/S(=O)(=O)C)F (R)-1-((3R,4R)-4-(2-chloro-6-fluorophenyl)-1-(2,2-difluoropropyl)pyrrolidine-3-carbonyl)-4-fluoro-N-((R,Z)-4-(methylsulfonyl)but-3-en-2-yl)azepane-4-carboxamide